2-(2-methoxyphenyl)-1-[2-(2-methoxyphenyl)-4,5-diphenyl-2H-imidazol-2-yl]-4,5-diphenyl-1H-imidazole COC1=C(C=CC=C1)C=1N(C(=C(N1)C1=CC=CC=C1)C1=CC=CC=C1)C1(N=C(C(=N1)C1=CC=CC=C1)C1=CC=CC=C1)C1=C(C=CC=C1)OC